C(C)(C)(C)OC(=O)NN=C1CCC(CC1)(F)F N'-(4,4-difluoro-cyclohexylidene)-hydrazinecarboxylic acid tert-butyl ester